3-(6-(3-Isopropylphenyl)-2-azaspiro[3.4]octane-2-carbonyl)cyclobutan-1-one C(C)(C)C=1C=C(C=CC1)C1CC2(CN(C2)C(=O)C2CC(C2)=O)CC1